tert-butyl 9-(4-((4-(2-(3-chloro-5-cyanophenyl)propan-2-yl)phenoxy)methyl)pyrimidin-2-yl)-3,9-diazaspiro[5.5]undecane-3-carboxylate ClC=1C=C(C=C(C1)C#N)C(C)(C)C1=CC=C(OCC2=NC(=NC=C2)N2CCC3(CCN(CC3)C(=O)OC(C)(C)C)CC2)C=C1